FC(C1=NC=CC=C1SC=1N=C2C(=NC1)NC(=N2)N2[C@@H]1CN[C@H](C2)CC1)(F)F (1S,4S)-2-(5-((2-(trifluoromethyl)pyridin-3-yl)thio)-1H-imidazo[4,5-b]pyrazin-2-yl)-2,5-diazabicyclo[2.2.2]octane